C(C)[C@@H]1NC[C@@H](NC[C@@H](NC[C@@H](NC1)CC)CC)CC (2S,5S,8S,11S)-2,5,8,11-tetraethyl-1,4,7,10-tetraazacyclododecane